CCCCCCCCCCCCCCCCCCCCCCCCC(=O)N[C@@H](COP(=O)([O-])OCC[N+](C)(C)C)[C@@H]([C@@H](CCCCCCCCCCC(C)C)O)O The molecule is an N-acyl-4-hydroxy-15-methylhexadecasphinganine-1-phosphocholine in which the acyl group has 25 carbons and 0 double bonds. It derives from a 15-methylhexadecaphytosphingosine.